N1=C(SC2=C1C=1CCOC1C=C2)N2C(N[C@@H]([C@@H]2C#CC)C)=O (4R,5S)-1-(7,8-dihydrobenzofuro[4,5-d]thiazol-2-yl)-4-methyl-5-(prop-1-yn-1-yl)imidazolidin-2-one